6-(difluoromethyl)-7-methyl-pteridine FC(C=1N=C2C=NC=NC2=NC1C)F